ClC1=CC=C(S1)CNC1=CC(=NN1C(C(C)(C)C)=O)C=1C(N(C=CC1)CCC(=O)OCC1=NC(=C(N=C1C)C)C)=O (3,5,6-trimethylpyrazin-2-yl)methyl 3-[3-(5-{[(5-chlorothiophen-2-yl)methyl]amino}-1-(2,2-dimethylpropanoyl)-1H-pyrazol-3-yl)-2-oxo-1,2-dihydropyridin-1-yl]propanoate